4-[3-hydroxy-6-(4-methoxy-benzyl)-pyridin-2-yl]-4-oxo-butyric acid ethyl ester C(C)OC(CCC(=O)C1=NC(=CC=C1O)CC1=CC=C(C=C1)OC)=O